ClC1=NN(C(=N1)C(=O)N1[C@@H](C2=C(CC1)NC=N2)C2=NN1C(C=CC=C1Cl)=C2)C (S)-(3-chloro-1-methyl-1H-1,2,4-triazol-5-yl)(4-(7-chloropyrazolo[1,5-a]pyridin-2-yl)-6,7-dihydro-1H-imidazo[4,5-c]pyridin-5(4H)-yl)methanone